C(CC)N(CCC1=CNC2=CC=CC=C12)CCC N,N-di-n-propyltryptamine